4-amino-N-((5-bromo-4-methylpyridin-2-yl)methyl)-N-ethyl-7-fluoro-1-methyl-1H-pyrazolo[4,3-c]quinoline-8-carboxamide NC1=NC=2C=C(C(=CC2C2=C1C=NN2C)C(=O)N(CC)CC2=NC=C(C(=C2)C)Br)F